3-fluoro-N-((6-methoxy-1-methyl-1H-benzimidazol-7-yl)methyl)-4-(trifluoromethoxy)benzamide FC=1C=C(C(=O)NCC2=C(C=CC3=C2N(C=N3)C)OC)C=CC1OC(F)(F)F